4-(2-(4-methoxyphenoxy)-2-methylpropanamido)adamantane-1-carboxamide COC1=CC=C(OC(C(=O)NC2C3CC4(CC(CC2C4)C3)C(=O)N)(C)C)C=C1